C(C1=CC=CC=C1)ONCCC(C1=CC(=C(C=C1)Cl)Cl)P(OCC)(OCC)=O Diethyl {3-[(benzyloxy) amino]-1-(3,4-dichlorophenyl) propyl}phosphonate